cis-racemic-ethyl 2-(6-(2-carbamoyl-6-(trifluoromethoxy)-1H-indol-1-yl)pyridin-2-yl)cyclopropane-1-carboxylate C(N)(=O)C=1N(C2=CC(=CC=C2C1)OC(F)(F)F)C1=CC=CC(=N1)[C@@H]1[C@@H](C1)C(=O)OCC |r|